Dimethyl-beta-hydroxyethylamine CN(CCO)C